hexacyano-1,4,5,8,9,12-Hexaazatriphenylene C(#N)C1=C(N=C2C3=NC(=C(N=C3C=3N=C(C(=NC3C2=N1)C#N)C#N)C#N)C#N)C#N